C(C)(C)(C)OC(=O)N1C(CCCC1)C#N 2-cyanopiperidine-1-carboxylic acid tert-butyl ester